C(C)N(CCOCCOC1=CC=C(C(=O)O)C=C1)CCOC1=CC=C(C=C1)OC1=C(C=CC2=CC(=CC=C12)O)C1=CC=C(C=C1)S(=O)(=O)C 4-(2-(2-(ethyl(2-(4-((6-Hydroxy-2-(4-(methylsulfonyl)phenyl)naphthalen-1-yl)oxy)phenoxy)ethyl)amino)ethoxy)ethoxy)benzoic acid